FC1=C([C@H](C(=O)Cl)O)C=CC=C1 D-o-fluoromandelic chloride